O.O[C@@H]1[C@H](O)[C@@H](O)[C@H](O[C@H]2[C@H](O)[C@@H](O)[C@@H](O)[C@H](O2)CO)[C@H](O1)CO alpha-lactose hydrate